5-((1H-pyrazol-1-yl)methyl)-N-((2,6-dimethoxyphenyl)sulfonyl)-4-methoxypyrimidine-2-carboxamide N1(N=CC=C1)CC=1C(=NC(=NC1)C(=O)NS(=O)(=O)C1=C(C=CC=C1OC)OC)OC